COC(=O)C1=CC(=CC=2NC(=NC21)NC(=O)OC(C)(C)C)C2=C(C=C(C=C2)C)Cl 2-((tert-Butoxycarbonyl)amino)-6-(2-chloro-4-methylphenyl)-1H-benzo[d]imidazole-4-carboxylic acid methyl ester